FC(C(=O)N1CCC(CC1)O)(F)C=1C=C(C(=O)NC2=CC(=C(C=C2)F)C)C=CC1[N+](=O)[O-] 3-(1,1-difluoro-2-(4-hydroxypiperidin-1-yl)-2-oxoethyl)-N-(4-fluoro-3-methylphenyl)-4-nitrobenzamide